(E)-4-fluoro-N-(4-(((5-hydroxy-2,2-dimethyl-2H-chromen-6-yl)methylene)amino)phenyl)benzenesulfonamide FC1=CC=C(C=C1)S(=O)(=O)NC1=CC=C(C=C1)/N=C/C=1C(=C2C=CC(OC2=CC1)(C)C)O